ClC1=C(C=C(C=2C(=C3N(C12)CCN(C3)C(CO)=O)C=3C=NNC3)OCC#N)Cl 2-[[6,7-dichloro-2-(2-hydroxyacetyl)-10-(1H-pyrazol-4-yl)-3,4-dihydro-1H-pyrazino[1,2-a]indol-9-yl]oxy]acetonitrile